C(C)(C)(C)OC(N(C1=CC=C(C=C1)C1=CC=C(C=C1)B1OC(C(O1)(C)C)(C)C)C)=O.N1C(=CC=C1)CCCCN Pyrrolebutylamine tert-Butyl-N-methyl-N-[4-[4-(4,4,5,5-tetramethyl-1,3,2-dioxaborolan-2-yl)phenyl]phenyl]carbamate